palladium platinum copper tin bismuth [Bi].[Sn].[Cu].[Pt].[Pd]